ClC=1C(=C(C=CC1)NC1=NC=NC2=CC(=C(C=C12)[N+](=O)[O-])C#C[C@]12CN(C[C@@H]2C1)C(C)C)F N-(3-chloro-2-fluoro-phenyl)-7-[2-[(1S,5R)-3-isopropyl-3-azabicyclo[3.1.0]hexane-1-yl]ethynyl]-6-nitroquinazolin-4-amine